C(C=1C(C(=O)OCCOC(C(=C)C)=O)=CC(C(=O)OCCOC(C(=C)C)=O)=CC1)(=O)OCCOC(C(=C)C)=O tri(2-methacryloxyethyl) trimellitate